(±)-trans-1-benzyl-4-(tetrahydro-2H-pyran-4-yl)pyrrolidine-3-carboxylic acid methyl ester COC(=O)[C@@H]1CN(C[C@H]1C1CCOCC1)CC1=CC=CC=C1 |r|